ethoxydi-2-propenylmethylsilane C(C)O[Si](C)(CC=C)CC=C